Benzisothiazolin-3-one C1=CC=C2C(=C1)C(=O)NS2